O=C1NC(CCC1N1C(C2=CC=CC(=C2C1=O)NCCCCCCCCCCCC(=O)O)=O)=O 12-((2-(2,6-dioxopiperidin-3-yl)-1,3-dioxoisoindol-4-yl)amino)dodecanoic acid